6-chloro-5-(2,6-difluorophenyl)-3-methyl-7-(trifluoromethyl)-1,3-dihydro-1,4-benzodiazepine ClC1=C(C=CC2=C1C(=NC(CN2)C)C2=C(C=CC=C2F)F)C(F)(F)F